C1(C2=CC=C(C(=O)OCC(O)O1)C=C2)=O hydroxyethylene Terephthalate